2-(2-Bromo-4-cyano-3-ethyl-1-oxobenzo[4,5]imidazo[1,2-a]pyridin-5(1H)-yl)-N-(4-(trifluoromethyl)phenyl)acetamide BrC1=C(C(=C2N(C1=O)C1=C(N2CC(=O)NC2=CC=C(C=C2)C(F)(F)F)C=CC=C1)C#N)CC